C(C=C)(=O)N1C[C@@H](N(CC1)C=1C2=C(N(C(N1)=O)C=1C(=NC=CC1C)CC)N=C(C=C2F)C2=C(C=CC=C2O)F)C (S)-4-(4-acryloyl-2-methylpiperazin-1-yl)-1-(4-methyl-2-ethyl-pyridin-3-yl)-5-fluoro-7-(2-fluoro-6-hydroxyphenyl)pyrido[2,3-d]pyrimidin-2(1H)-one